C(Cl)[C@H]1CO1 |r| (+-)-epichlorohydrin